CC(C)(C)S(=O)N=CC=1NC(=CN1)C(F)(F)F 2-methyl-N-[[5-(trifluoromethyl)-1H-imidazol-2-yl]methylene]propane-2-sulfinamide